BrC=1C=CC(=C(C1)NCCO)[N+](=O)[O-] 2-((5-bromo-2-nitrophenyl)amino)ethan-1-ol